(S)-N-((1H-pyrrolo[3,2-c]pyridin-2-yl)methyl)-7-((dibenzo[b,d]furan-3-carbonyl)glycyl)-1,4-dioxa-7-azaspiro[4.4]nonane-8-carboxamide N1C(=CC=2C=NC=CC21)CNC(=O)[C@H]2N(CC1(OCCO1)C2)C(CNC(=O)C=2C=CC1=C(OC3=C1C=CC=C3)C2)=O